Cl.CC1=C(COC[C@H](C)N)C=CC=C1 (S)-1-(2-methylbenzyloxy)propan-2-ylamine hydrochloride